N-(1-cyclopropyl-3-(2-methyl-7-(methylthio)-2,3-dihydro-[1,4]dioxino[2,3-c]pyridin-5-yl)-1H-pyrrolo[2,3-c]pyridin-5-yl)acetamide C1(CC1)N1C=C(C=2C1=CN=C(C2)NC(C)=O)C2=NC(=CC1=C2OCC(O1)C)SC